Benzoic Acid Hypofluorite FO.C(C1=CC=CC=C1)(=O)O